NCC1(CCCCC1)CC1=NOC(N1)=O 3-(1-aminomethyl-cyclohexylmethyl)-4H-[1,2,4]Oxadiazol-5-one